C(C)(C)(C)C=1C=C(C(=C(C1)C)O)CC 4-tertiary butyl-2-ethyl-6-cresol